7-(tertiary butyl)-2-(2,4-dimethoxyphenyl)-5-hydroxybenzofuran-3-carboxylic acid ethyl ester C(C)OC(=O)C1=C(OC2=C1C=C(C=C2C(C)(C)C)O)C2=C(C=C(C=C2)OC)OC